C(C)(C)(C)OC(N[C@@H]([C@@H](O)C1=C(C=C(C=C1)Cl)Cl)C)=O tert-Butyl((1S,2R)-1-(2,4-dichlorophenyl)-1-hydroxypropan-2-yl)carbamate